C(C)(C)(C)OC(=O)N1CC2(CCOCC2)N2C=3N=C(N=CC3N=C21)Cl 2-Chloro-2',3',5',6'-tetrahydrospiro[imidazo[1,2-e]purine-8,4'-pyran]-6(7H)-carboxylic acid tert-butyl Ester